ClC=1C(=C(C(=O)N)C=C(C1)C1=CN(C=2N=C3N(C(C21)=O)CCC3)CC(=O)NC3=CC(=NC=C3Cl)N3[C@H](COCC3)C)O (S)-3-chloro-5-(1-(2-((5-chloro-2-(3-methylmorpholino)pyridin-4-yl)amino)-2-oxoethyl)-4-oxo-4,6,7,8-tetrahydro-1H-dipyrrolo[1,2-a:2',3'-d]pyrimidin-3-yl)-2-hydroxybenzamide